(S)-N-(2-(dimethylamino)-1-phenylethyl)-3-(pyridin-4-yl)-1-trityl-1,7-dihydroimidazo[4,5-f]indazole-6-carboxamide CN(C[C@H](C1=CC=CC=C1)NC(=O)C=1NC2=C(C=C3C(=NN(C3=C2)C(C2=CC=CC=C2)(C2=CC=CC=C2)C2=CC=CC=C2)C2=CC=NC=C2)N1)C